O=C(C(CCCCCCCC(=O)OCC)C(=O)OCC)C(CCCCCCCC(=O)OCC)C(=O)OCC tetraethyl 9-oxoheptadecane-1,8,10,17-tetracarboxylate